C(CCCCCCCCCCCCCCC)OCCCOP(OCC(=O)C(C)C)(O)=S (hexadecyloxypropyl)(isopropylcarbonylmethyl)thiophosphoric acid